Cl.NC12CC(C1)(C2)NC(=O)C2=NC1=CC=C(C=C1C=C2)C(F)(F)F N-(3-aminobicyclo[1.1.1]pentan-1-yl)-6-(trifluoromethyl)quinoline-2-carboxamide HCl salt